C(C)(C)(C)N1N=NC(=C1)C(=O)NCC1=C(C=C(C=C1)C1=C(C=NC=C1)N1CC(CCC1)N(C(C=C)=O)C1CC1)C 1-(tert-butyl)-N-(4-(3-(3-(N-cyclopropylacrylamido)piperidin-1-yl)pyridin-4-yl)-2-methylbenzyl)-1H-1,2,3-triazole-4-carboxamide